(1,2-diazaethyl)-4-trifluoromethyl-benzene N(N)C1=CC=C(C=C1)C(F)(F)F